Cis-4-(2-Acetoxyethyl)Cyclohexan-1-Amine C(C)(=O)OCC[C@H]1CC[C@H](CC1)N